C(C)(C)NCCNCCNCCNCCNC(C)C 1,11-bis(isopropylamino)-3,6,9-triazaundecane